O1C(CCCC1)OC1=C(C=CC(=C1)C(F)(F)F)C1=C2C(=C(N=N1)NCC1C(CC1)O)C=NC=C2 2-(((1-(2-((tetrahydro-2H-pyran-2-yl)oxy)-4-(trifluoromethyl)phenyl)pyrido[3,4-d]pyridazin-4-yl)amino)methyl)cyclobutan-1-ol